3-(6-methylpyridin-2-yl)-1H-indole-7-carbonitrile CC1=CC=CC(=N1)C1=CNC2=C(C=CC=C12)C#N